C(CC)(=O)OC1OC2=CC=CC=C2C=C1 chromen-2-yl 2-propionate